BrC=1C=C(C=CC1)NC(=O)C1C(=NN(C1=O)C1=CC=CC=C1)C N-(3-bromophenyl)-3-methyl-5-oxo-1-phenyl-4,5-dihydro-1H-pyrazole-4-carboxamide